C(CN(CC(=O)O)CC(=O)O)N(CC(=O)O)CC(=O)O.[NH4+].[NH4+].[Co+2] Cobalt diammonium Ethylenediaminetetraacetic acid